8-Acetyl-7-chloro-3,6-dimethyl-2-(3-pyridyl)chromen-4-one C(C)(=O)C=1C(=C(C=C2C(C(=C(OC12)C=1C=NC=CC1)C)=O)C)Cl